4'-fluoro-2'-hydroxy-[1,1'-biphenyl] FC1=CC(=C(C=C1)C1=CC=CC=C1)O